N,N'-bis(2-methyl-2-nitropropyl)-1,6-diaminohexane CC(CNCCCCCCNCC(C)(C)[N+](=O)[O-])(C)[N+](=O)[O-]